ClC1=CC=C(C=C1)C(CSC=1N(C(C2=C(N1)SC(=C2C)C)=O)C2=CC=CC=C2)=O 2-{[2-(4-chlorophenyl)-2-oxoethyl]thio}-5,6-dimethyl-3-phenylthieno[2,3-d]pyrimidin-4(3H)-one